COC=1C(=CC(N2C(=C(SC12)C1=CC(=C(C=C1)OCCC)C)C(=O)O)=O)CC1=CC=CC2=CC=CC=C12 5-methoxy-4-[(1-naphthyl)methyl]-2-oxo-8-(4-propoxy-3-methyl-phenyl)-7-thia-1-azabicyclo[4.3.0]non-3,5,8-triene-9-carboxylic acid